(R)-2-(3-((6-chloro-4,5-dimethylpyridazin-3-yl)amino)piperidin-1-yl)ethan-1-ol ClC1=C(C(=C(N=N1)N[C@H]1CN(CCC1)CCO)C)C